4,4-difluorobut-3-en-1-yl 2-(4-chloro-3,5-dimethyl-1H-pyrazol-1-yl)acetate ClC=1C(=NN(C1C)CC(=O)OCCC=C(F)F)C